C(C)(C)(C)C1=NN(C(=C1O)CCC)CC 3-tert-Butyl-1-ethyl-4-hydroxy-5-n-propyl-pyrazol